3-(1-chloroethyl)-5-fluoropyridine ClC(C)C=1C=NC=C(C1)F